{[(9H-fluoren-9-yl)methoxy]carbonyl}-O-(2-{[(4-nitrophenoxy)carbonyl]amino}ethyl)-L-serinate C1=CC=CC=2C3=CC=CC=C3C(C12)COC(=O)N[C@@H](COCCNC(=O)OC1=CC=C(C=C1)[N+](=O)[O-])C(=O)[O-]